2-(((1R,3R)-9'-(benzyloxy)-5'-(4-fluoro-3-methylphenyl)-4',4'-dimethyl-4',5'-dihydro-3'H-spiro[cyclobutane-1,1'-pyrano[4,3-b]indol]-3-yl)oxy)acetic acid C(C1=CC=CC=C1)OC=1C=2C3=C(N(C2C=CC1)C1=CC(=C(C=C1)F)C)C(COC31CC(C1)OCC(=O)O)(C)C